1,6-hexanediol bis(2-mercaptoacetate) SCC(=O)OCCCCCCOC(CS)=O